ClC=1C=C(C=CC1)C1=NC(=NC(=N1)C1=CC=2C(C3=CC=CC=C3C2C=C1)(C)C)C1=CC=CC=C1 2-(3-chlorophenyl)-4-(9,9-dimethyl-9H-fluoren-2-yl)-6-phenyl-1,3,5-triazine